4-((4-butyl-piperazin-1-yl)methyl)-N-(3-chloro-4-(pyridin-2-ylmethoxy)phenyl)benzamide C(CCC)N1CCN(CC1)CC1=CC=C(C(=O)NC2=CC(=C(C=C2)OCC2=NC=CC=C2)Cl)C=C1